ClC1=CC=C2C(=CC(=NC2=C1)C=1C=CC(=C(C(=O)OC)C1)OC)N1C=NC=C1 Methyl 5-(7-chloro-4-(1H-imidazol-1-yl)quinolin-2-yl)-2-methoxybenzoate